2-{[(2S)-1,4-Dioxacyclohexan-2-yl]methyl}-8-methyl-4,5-dihydro-2H-furo[2,3-g]indazole-7-carboxylic acid ethyl ester C(C)OC(=O)C1=C(C2=C(CCC3=CN(N=C23)C[C@@H]2OCCOC2)O1)C